O=C1C(=CC(=CN1)C1=C(C=CC=C1)OC(=O)N1CCN(CC1)C1=NC=C(C=N1)C(F)(F)F)C(F)(F)F 2-(6-Oxo-5-(trifluoromethyl)-1,6-dihydropyridin-3-yl)phenyl-4-(5-(trifluoromethyl)pyrimidin-2-yl)piperazine-1-carboxylate